Cl.N1C(CCC1)C(=O)OC methyl pyrrolidine-2-carboxylate hydrochloride